(E)-1-(4-(4-((4-([1,2,4]triazolo[1,5-a]pyridin-7-yloxy)-3-methylphenyl)amino)pyrrolo[2,1-f][1,2,4]triazin-5-yl)azepan-1-yl)-4-(dimethylamino)but-2-en-1-one N=1C=NN2C1C=C(C=C2)OC2=C(C=C(C=C2)NC2=NC=NN1C2=C(C=C1)C1CCN(CCC1)C(\C=C\CN(C)C)=O)C